COC1=C(C=CC(=C1)OC)CC1=CC=CC=C1 (2,4-dimethoxy-phenyl)-phenyl-methane